Chloro-4-(2,5-dimethyl-1H-pyrrol-1-yl)-3-fluorophenol ClC1=C(C=CC(=C1F)N1C(=CC=C1C)C)O